5-(hydroxy(3-iodo-1-methyl-1H-pyrazol-4-yl)methyl)-1-methyl-1H-pyrazole-3-carbonitrile OC(C1=CC(=NN1C)C#N)C=1C(=NN(C1)C)I